C(C)(C)(C)OC(=O)N[C@@H](CO)C1=CC=C(C=C1)C1=C(N=CS1)C(=O)OC methyl 5-(4-{(1R)-1-[(tert-butoxycarbonyl)amino]-2-hydroxyethyl}phenyl)-1,3-thiazol-4-carboxylate